BrC=1N=C(N(C1)C)C(C)O 1-(4-bromo-1-methyl-1H-imidazol-2-yl)ethanol